1-methyl-1,4-dihydroquinolin-4-one CN1C=CC(C2=CC=CC=C12)=O